ClC1=C(C=CC(=C1)Cl)[C@@H](C)N1N=NC=2C1=NC(=CC2)N2CC(C2)[C@@H]2CN(CCC2)C2CC(C2)(C(=O)O)C (1R,3r)-3-((R)-3-(1-(3-((R)-1-(2,4-dichlorophenyl)ethyl)-3H-[1,2,3]triazolo[4,5-b]pyridin-5-yl)azetidin-3-yl)piperidin-1-yl)-1-methylcyclobutane-1-carboxylic acid